N-[rac-(1S)-2-[2-(3-amino-3-oxo-propyl)-2-(2-chloro-2-fluoro-acetyl)hydrazino]-1-(cyclohexylmethyl)-2-oxo-ethyl]imidazo[1,2-a]pyridine-2-carboxamide NC(CCN(NC([C@H](CC1CCCCC1)NC(=O)C=1N=C2N(C=CC=C2)C1)=O)C(C(F)Cl)=O)=O |r|